ClC=1C=C(C=CC1F)[C@@H]1CN2[C@H](CO1)CN(CC2)C(=O)C2=C(C(=CC=C2)OC)F [(3R,9aS)-3-(3-Chloro-4-fluorophenyl)-3,4,6,7,9,9a-hexahydro-1H-pyrazino[2,1-c][1,4]oxazin-8-yl]-(2-fluoro-3-methoxyphenyl)methanon